(R)-4-(5-(4-cyanopyridin-3-yl)-2-(2-(2-fluoro-6-methoxyphenyl)pyrimidine-4-carboxamido)phenyl)-2-(hydroxymethyl)piperazine-1-carboxylic acid tert-butyl ester C(C)(C)(C)OC(=O)N1[C@H](CN(CC1)C1=C(C=CC(=C1)C=1C=NC=CC1C#N)NC(=O)C1=NC(=NC=C1)C1=C(C=CC=C1OC)F)CO